(R)-9-methyl-6-oxo-N-(1-(4-(piperazin-1-yl)benzyl)-1H-pyrazol-4-yl)-6,7,8,9-tetrahydropyrido[3',2':4,5]pyrrolo[1,2-a]pyrazine-2-carboxamide C[C@@H]1CNC(C=2N1C1=C(C2)C=CC(=N1)C(=O)NC=1C=NN(C1)CC1=CC=C(C=C1)N1CCNCC1)=O